(Z)-3-((2,4-dioxo-5-(2,4,6-trifluoro-3-hydroxybenzylidene)thiazolidin-3-yl)methyl)benzenesulfonamide O=C1S\C(\C(N1CC=1C=C(C=CC1)S(=O)(=O)N)=O)=C/C1=C(C(=C(C=C1F)F)O)F